(S)-8-chloro-6-(((1-(1-methylcyclopropyl)-1H-1,2,3-triazol-4-yl)(quinolin-5-yl)methyl)amino)-4-((3,3,3-trifluoro-2,2-dimethylpropyl)amino)quinoline-3-carbonitrile ClC=1C=C(C=C2C(=C(C=NC12)C#N)NCC(C(F)(F)F)(C)C)N[C@@H](C1=C2C=CC=NC2=CC=C1)C=1N=NN(C1)C1(CC1)C